CC=1C(=C(C=2CC3=CC=CC=C3C2C1)C1=C(C2=C(OC3=C2C=CC=C3)C=C1)C1=C(C(=C(C=C1)C1=CC=CC=C1)C1=CC=CC=C1)C1=NN=NC=C1)C (dimethylfluorenyl)[di(phenyl)triazinylphenyl]dibenzofuran